methyl 5-(3,6-dihydro-2H-thiopyran-4-yl)picolinate S1CCC(=CC1)C=1C=CC(=NC1)C(=O)OC